4-[(2-Chlorobenzyl)-(2,2-difluoroethyl)-amino]-furan-2(5H)-one ClC1=C(CN(C2=CC(OC2)=O)CC(F)F)C=CC=C1